N-[5-[4-[(5-bromopyrimidin-2-yl)amino]cyclohexoxy]-7-morpholino-2,6-naphthyridin-3-yl]methanesulfonamide BrC=1C=NC(=NC1)NC1CCC(CC1)OC1=C2C=C(N=CC2=CC(=N1)N1CCOCC1)NS(=O)(=O)C